C(C)(C)(C)C1=CC=C(C(=O)C2=C(C(=C(C=C2)OC(CCC)=O)O)O)C=C1 4-(4-tert-butylbenzoyl)-2,3-dihydroxyphenylbutyrate